C(CCC)N1C=NC=C1 1-butyl-1H-imidazole